FC([C@H]1OC1)(F)F (S)-2-(trifluoromethyl)oxirane